C=C1C[C@@H](N(C1)C(=O)OC(C)(C)C)C(=O)OC 1-(tert-butyl) 2-methyl (R)-4-methylenepyrrolidine-1,2-dicarboxylate